C(C)C1=C(C=CC=C1)C1=CC(=C(C=C1)C1CNC(C1)=O)C=O 2'-ethyl-4-(5-oxopyrrolidin-3-yl)biphenyl-3-carbaldehyde